P(=O)#CC1CC(NCC1)C(=O)O 4-(phosphorylmethyl)-2-piperidinecarboxylic acid